tert-butyl 2-(4-(6-(((1r,4r)-4-(3-chloro-4-cyanophenoxy)cyclohexyl)carbamoyl)pyridazin-3-yl)piperazin-1-yl)acetate ClC=1C=C(OC2CCC(CC2)NC(=O)C2=CC=C(N=N2)N2CCN(CC2)CC(=O)OC(C)(C)C)C=CC1C#N